N-(1-methyl-3-(((2S,3S)-2-methyloxetan-3-yl)oxy)-1H-pyrazol-4-yl)formamide CN1N=C(C(=C1)NC=O)O[C@@H]1[C@@H](OC1)C